NC1=NC=2C=CC(=CC2C2=C1[C@@H](OC2)C)C(=O)N(CC2=NC=C(C=C2)C(F)(F)F)[C@H]2[C@@H](C2)OCC (3S)-4-amino-N-((1R,2R)-2-ethoxycyclopropyl)-3-methyl-N-((5-(trifluoromethyl)-2-pyridinyl)methyl)-1,3-dihydrofuro[3,4-c]quinoline-8-carboxamide